S(C)(=O)(=O)O.C1(CCCCC1)P(C1=C(C=CC=C1)C1=C(C=CC=C1OC(C)C)OC(C)C)C1CCCCC1 dicyclohexyl({2',6'-diisopropoxy-[1,1'-biphenyl]-2-yl})phosphane mesylate